(R)-3-(2-chloro-6-(4-methylpiperazin-1-yl)pyrimidin-4-yl)-10-methyl-9,10,11,12-tetrahydro-8H-[1,4]diazepino[5',6':4,5]thieno[3,2-f]quinolin ClC1=NC(=CC(=N1)C1=NC=2C=CC3=C(C2C=C1)C1=C(S3)CN[C@@H](CN1)C)N1CCN(CC1)C